2,4,6,8-tetrakis(1,1-di-tert-butylsiliran-2-yl)-2,4,6,8-tetramethyl-cyclotetrasiloxan C(C)(C)(C)[Si]1(C(C1)[Si]1(O[Si](O[Si](O[Si](O1)(C)C1[Si](C1)(C(C)(C)C)C(C)(C)C)(C)C1[Si](C1)(C(C)(C)C)C(C)(C)C)(C)C1[Si](C1)(C(C)(C)C)C(C)(C)C)C)C(C)(C)C